(3-((4-((benzyloxy)methyl)phenyl)carbamoyl)-2,4-difluorophenyl)boronic acid C(C1=CC=CC=C1)OCC1=CC=C(C=C1)NC(=O)C=1C(=C(C=CC1F)B(O)O)F